O=C1N(CC2=CC=C(C=C12)CCCC(N1CCC(CC1)N1N=CC(=C1)C1=NC2=CC=CC=C2C=C1)=O)C1C(NC(CC1)=O)=O 3-(1-oxo-6-(4-oxo-4-(4-(4-(quinolin-2-yl)-1H-pyrazol-1-yl)piperidin-1-yl)butyl)isoindolin-2-yl)piperidine-2,6-dione